1-(Azetidin-1-yl)-2-[6-[2-(trifluoromethyl)-4-pyridyl]pyrazolo[4,3-b]pyridin-1-yl]ethanone N1(CCC1)C(CN1N=CC2=NC=C(C=C21)C2=CC(=NC=C2)C(F)(F)F)=O